1,4-butanediol di(2-ethylbutyrate) C(C)C(C(=O)OCCCCOC(C(CC)CC)=O)CC